(3S,4R)-1-(4-aminopyrimidin-2-yl)-3-fluoro-4-methylpiperidin-4-ol NC1=NC(=NC=C1)N1C[C@@H]([C@@](CC1)(O)C)F